diethyl 2-cyclohexylmalonate C1(CCCCC1)C(C(=O)OCC)C(=O)OCC